2-[3-methoxy-4-(1H-pyrazol-4-yl)phenyl]-8-(6-methoxynaphthalene-2-carbonylPhenyl)-2,8-diazaspiro[4.5]Decan-1-one COC=1C=C(C=CC1C=1C=NNC1)N1C(C2(CC1)CCN(CC2)C2=C(C=CC=C2)C(=O)C2=CC1=CC=C(C=C1C=C2)OC)=O